(R)-1-(3-acetyl-8-fluoro-6-oxo-1,2,3,4,5,6-hexahydrobenzo[c][1,7]naphthyridin-1-yl)-3-(3-chloro-4-fluorophenyl)-1-methylurea C(C)(=O)N1C[C@@H](C=2C3=C(C(NC2C1)=O)C=C(C=C3)F)N(C(=O)NC3=CC(=C(C=C3)F)Cl)C